tris(2-aminoethyl)phosphine NCCP(CCN)CCN